ClC=1C=C(CN2C(N(C3=CC=C(C=C3C2=O)OC(CF)CF)C2CCN(CC2)C=O)=O)C=CC1Cl 4-[3-(3,4-dichlorobenzyl)-6-[2-fluoro-1-(fluoromethyl)ethoxy]-2,4-dioxo-3,4-dihydroquinazolin-1(2H)-yl]piperidine-1-carbaldehyde